2-[methyl({6-[2-(pyridin-2-yl)ethyl]-4-(pyridin-4-yl)quinolin-2-yl})amino]acetic acid CN(CC(=O)O)C1=NC2=CC=C(C=C2C(=C1)C1=CC=NC=C1)CCC1=NC=CC=C1